ClC=1C=C(C=NC1)C1C(C1)C(=O)N 2-(5-chloropyridin-3-yl)cyclopropane-1-carboxamide